N-ethyl-5-fluoro-2-[6-(3-fluoro-1-{[(1s,4s)-4-ethanesulfonamido-1-hydroxycyclohexyl]methyl}pyrrolidin-3-yl)-1-methyl-1H-indazol-4-yl]-N-(isopropyl)benzamide C(C)N(C(C1=C(C=CC(=C1)F)C1=C2C=NN(C2=CC(=C1)C1(CN(CC1)CC1(CCC(CC1)NS(=O)(=O)CC)O)F)C)=O)C(C)C